tert-butyl 3-(4-(2-methoxy-2-oxoethylcarbamoyl)quinolin-7-yl)benzoate COC(CNC(=O)C1=CC=NC2=CC(=CC=C12)C=1C=C(C(=O)OC(C)(C)C)C=CC1)=O